ClC=1N=C(C2=C(N1)CCN(C2=O)C(=O)OC(C)(C)C)CC2=CC=C(C=C2)C=2N(C=C(N2)C(F)(F)F)C tert-butyl 2-chloro-4-(4-(1-methyl-4-(trifluoromethyl)-1H-imidazol-2-yl)benzyl)-5-oxo-7,8-dihydropyrido[4,3-d]pyrimidine-6(5H)-carboxylate